3-((4-methoxy-5-(1-methyl-1H-benzo[d][1,2,3]triazol-6-yl)pyrrolo[2,1-f][1,2,4]triazin-2-yl)amino)-1-methylcyclobutan-1-ol COC1=NC(=NN2C1=C(C=C2)C=2C=CC1=C(N(N=N1)C)C2)NC2CC(C2)(O)C